COC1=CC(=C(C=C1NC1=NC=NC(=C1)N1OCC[C@@H]1C1=CC(=CC=C1)OC1=CC=CC=C1)NC(C=C)=O)N1C[C@@H](CC1)N1CCOCC1 N-(4-methoxy-2-((R)-3-morpholino-pyrrolidin-1-yl)-5-((6-((R)-3-(3-phenoxyphenyl)-isoxazolidin-2-yl)-pyrimidin-4-yl)-amino)phenyl)-acrylamide